[Si](C)(C)(C(C)(C)C)OC1CC=C(CC1)C1=NC(=NC2=NC(=C(N=C12)C)C)Cl 4-(4-((tert-butyldimethylsilyl)oxy)cyclohex-1-en-1-yl)-2-chloro-6,7-dimethylpteridine